4-(tert-butyldimethylsilanyloxymethyl)phenylamine [Si](C)(C)(C(C)(C)C)OCC1=CC=C(C=C1)N